N-(2,2'-dichloro-3'-(5-formyl-6-methoxypyridin-2-yl)-[1,1'-biphenyl]-3-yl)-1-ethyl-5-methyl-4,5,6,7-tetrahydro-1H-imidazo[4,5-c]pyridine-2-carboxamide ClC1=C(C=CC=C1NC(=O)C=1N(C2=C(CN(CC2)C)N1)CC)C1=C(C(=CC=C1)C1=NC(=C(C=C1)C=O)OC)Cl